(S)-3-((R)-2-(hydroxymethyl)-1-methyl-7-oxo-2,3,7,9-tetrahydro-[1,4]oxazino[3,2-e]isoindol-8(1H)-yl)piperidine-2,6-dione OC[C@H]1N(C2=C3CN(C(C3=CC=C2OC1)=O)[C@@H]1C(NC(CC1)=O)=O)C